O=C1NC(CCC1N1C(N(C2=C1C=CC(=C2)NCCCCCCCC(=O)O)C)=O)=O 8-[[1-(2,6-dioxo-3-piperidinyl)-3-methyl-2-oxo-benzimidazol-5-yl]amino]octanoic acid